3,5,5-trimethylcyclohexyl isocyanate CC1CC(CC(C1)(C)C)N=C=O